1-(1H-indazol-3-yl)-4,6-dihydropyrrolo[3,4-c]pyrazole-5(1H)-carbonitrile N1N=C(C2=CC=CC=C12)N1N=CC2=C1CN(C2)C#N